FC=1C=CC=2N(C3=CC=CC=C3C2C1)C=C1OC1 3-fluoro-9-(oxiraneyl-2-ylmethyl)-9H-carbazole